C(C)(C)(C)OC(=O)N1OCCC1C=1C=NC(=CC1)NC(=O)OC(C)(C)C 3-[6-(tert-Butoxycarbonylamino)-3-pyridinyl]isoxazolidine-2-carboxylic acid tert-butyl ester